C(CCC)OS(=O)(C1=CC=C(C=C1)N)=O butylsulfanilate